BrC=1C=C(C=CC1)CC(C(=O)OC)(CN1C(C2=CC=CC=C2C1=O)=O)[C@@H]1CN(CC1)C(=O)OC(C)(C)C tert-Butyl (3R)-3-[1-[(3-bromophenyl)methyl]-1-[(1,3-dioxoisoindolin-2-yl)methyl]-2-methoxy-2-oxo-ethyl]pyrrolidine-1-carboxylate